1-[3-(6-bromo-3,4-dihydro-2H-quinoxalin-1-yl)-1-(oxan-4-yl)-4H,6H,7H-pyrazolo[4,3-c]pyridin-5-yl]ethanone BrC=1C=C2NCCN(C2=CC1)C1=NN(C2=C1CN(CC2)C(C)=O)C2CCOCC2